4-(2-Fluoro-4-methylphenyl)-5-[4-[(3S)-1-(3-fluoropropyl)pyrrolidin-3-yl]oxyphenyl]-2,3-dihydro-1-benzothiepin FC1=C(C=CC(=C1)C)C=1CCSC2=C(C1C1=CC=C(C=C1)O[C@@H]1CN(CC1)CCCF)C=CC=C2